3-nitro-1,7-naphthyridine-2,4-diol [N+](=O)([O-])C=1C(=NC2=CN=CC=C2C1O)O